C(C(CCC=C)O)O 5-hexene-1,2-diol